FC1=CC=C(CN(C(=S)NC=2C=C3C=CN=CC3=CC2)CCN)C=C1 1-(4-fluorobenzyl)-1-(2-aminoethyl)-3-(isoquinolin-6-yl)thiourea